CC(C#CC1=C2C(C(=O)OC2=O)=CC=C1)CCC 3-methyl-hexynyl-phthalic anhydride